1,3,4,6-tetrakis(2-sulfanylpropyl)tetrahydroimidazo[4,5-d]imidazole-2,5(1H,3H)-dione SC(CN1C(N(C2C1N(C(N2CC(C)S)=O)CC(C)S)CC(C)S)=O)C